2-[(2R)-3-(3,4-dihydro-1H-isoquinolin-2-yl)-2-hydroxy-propyl]-6-(4-morpholino-1-piperidinyl)-3,4-dihydroisoquinolin-1-one C1N(CCC2=CC=CC=C12)C[C@H](CN1C(C2=CC=C(C=C2CC1)N1CCC(CC1)N1CCOCC1)=O)O